COC1=CC=C(C=C1)C(C(C)=O)=CC=CC=C 3-(4-methoxyphenyl)octa-3,5,7-triene-2-one